FC1=C(C(=CC(=C1)OC1CN(C1)CCCF)F)C1N(C(CC2=C1NC1=CC=CC=C21)C)CC(C(=O)O)C 3-[1-[2,6-difluoro-4-[1-(3-fluoropropyl)azetidin-3-yl]oxy-phenyl]-3-methyl-1,3,4,9-tetrahydropyrido[3,4-b]indol-2-yl]-2-methyl-propanoic acid